Propane-2-sulfonic acid {4-[4-(pyrrolidine-1-carbonyl)-phenoxy]-tetrahydro-furan-3-yl}-amide N1(CCCC1)C(=O)C1=CC=C(OC2C(COC2)NS(=O)(=O)C(C)C)C=C1